ClC=1C(=C(C(=C(C(=O)N)C1F)C1=CC=CC2=C1[C@@H]([C@](O2)(C2=CC=CC=C2)CN[C@@H]2CC[C@@H](CC2)O)C)F)OC(F)F (2s,3s,4s)-5-chloro-6-fluoro-2-(((((cis)-4-hydroxycyclohexyl)amino)methyl)-3-methyl-2-phenyl-2,3-dihydrobenzofuran-4-yl)-4-(difluoromethoxy)-3-fluorobenzamide